N,N-dimethylacrylamid CN(C(C=C)=O)C